2-[3-({[3-fluorobutyl]oxy}methyl)[1,4'-bipiperidin]-1'-yl]-1,3-thiazole-5-carboxamide FC(CCOCC1CN(CCC1)C1CCN(CC1)C=1SC(=CN1)C(=O)N)C